C(#N)C1=NC2=CC(=CC(=C2N=C1N1CC(C(CC1)(F)F)CO)[C@@H](C)NC1=C(C(=O)O)C=CC=C1)C 2-(((1R)-1-(2-cyano-3-(4,4-difluoro-3-(hydroxymethyl)piperidin-1-yl)-7-methylquinoxalin-5-yl)ethyl)amino)benzoic acid